C(C)NC1=NC=C2C=C(C=NC2=C1)C=1C=C(C=CC1C)NC(C1=CC(=NC=C1)C1(CC1)F)=O N-(3-(7-(ethylamino)-1,6-naphthyridin-3-yl)-4-methylphenyl)-2-(1-fluorocyclopropyl)isonicotinamide